FC1(CN[C@@H]2[C@H]1N(CC2)CC(C(C(=O)O)(C)C)(F)F)F 4-((cis)-6,6-difluorohexahydropyrrolo[3,2-b]pyrrol-1(2H)-yl)-3,3-difluoro-2,2-dimethylbutanoic acid